(Z)-2-fluoro-3-(4-methylpyridin-2-yl)acrylic acid ethyl ester C(C)OC(/C(=C/C1=NC=CC(=C1)C)/F)=O